C1(CC1)C1=NN=C(O1)C1=CC2=C(N(C(C1)=O)CC1=CC=C(C=C1)OC)C=C(C=C2)C=2C=NN(C2)CC(C)(C)O 4-(5-Cyclopropyl-1,3,4-oxadiazol-2-yl)-8-(1-(2-hydroxy-2-methylpropyl)-1H-pyrazol-4-yl)-1-(4-methoxybenzyl)-1,3-dihydro-2H-benzo[b]azepin-2-one